L-ornithin N[C@@H](CCCN)C(=O)O